(S)-2-((1-(3-(4-isopropylphenyl)-1-methyl-1,2,4-triazol-5-yl)ethyl)carbamoyl)-4-methoxypyridin-3-yl isobutyrate C(C(C)C)(=O)OC=1C(=NC=CC1OC)C(N[C@@H](C)C1=NC(=NN1C)C1=CC=C(C=C1)C(C)C)=O